tert-Butyl 9-{[2-(4-isopropylphenyl)imidazo[1,2-a]pyrimidin-3-yl]methyl}-3,9-diazabicyclo[4.2.1]nonane-3-carboxylate C(C)(C)C1=CC=C(C=C1)C=1N=C2N(C=CC=N2)C1CN1C2CN(CCC1CC2)C(=O)OC(C)(C)C